DL-neuraminic acid OC(=O)C1(O)C[C@H](O)[C@@H](N)[C@@H](O1)[C@H](O)[C@H](O)CO |r|